5-Ethyl-2-methoxy-N-{4-methoxy-6-[(1H-pyrazol-1-yl)methyl]-1,2-benzooxazol-3-yl}benzene-1-sulfonamide C(C)C=1C=CC(=C(C1)S(=O)(=O)NC1=NOC2=C1C(=CC(=C2)CN2N=CC=C2)OC)OC